FC=1C=CC=C2C(=CN(C12)C1=C(C=CC2=CC=CC=C12)O)C1=CC=CC=C1 1-(7-Fluoro-3-phenyl-1H-indol-1-yl)naphthalen-2-ol